CN1N=CC(=C1)C=1N=C(C=2N(C1)N=CC2)C=2C=NN(C2)C2CC(C2)C#N 3-(4-(6-(1-methyl-1H-pyrazol-4-yl)pyrazolo[1,5-a]pyrazin-4-yl)-1H-pyrazol-1-yl)cyclobutane-1-carbonitrile